24-[R-hydroxy(2-methoxyphenyl)methyl]-5α-cholan-3β,4β-diol O[C@H](CCC[C@@H](C)[C@H]1CC[C@H]2[C@@H]3CC[C@H]4[C@H]([C@H](CC[C@]4(C)[C@H]3CC[C@]12C)O)O)C1=C(C=CC=C1)OC